t-hexyl-hydroxyperoxide C(C)(C)(CCC)OOO